2-[ethyl-({2-methyl-2-[(2-nitrophenyl)amino]propyl})amino]ethanol C(C)N(CCO)CC(C)(NC1=C(C=CC=C1)[N+](=O)[O-])C